O=C(CC#N)C1(CC2(C1)CCC2)C(F)(F)F 3-oxo-3-[2-(trifluoromethyl)spiro[3.3]heptan-2-yl]propanenitrile